COC(=O)C=1N(C2=CC=C(C(=C2C1)C=1C(=NN(C1C)C)CCl)Cl)CCC(=O)OC 5-chloro-4-(3-(chloromethyl)-1,5-dimethyl-1H-pyrazol-4-yl)-1-(3-methoxy-3-oxopropyl)-1H-indole-2-carboxylic acid methyl ester